FC([C@H]1C[C@H](C2(C1)CCNCC2)NC(OC(C)(C)C)=O)(F)F tert-butyl N-[(1R,3R)-3-(trifluoromethyl)-8-azaspiro[4.5]decan-1-yl]carbamate